O1CCOC12CC=C(CC2)C2=CC(=NN2C(C)C)C=2C=NC=C(C2)C(F)(F)F 3-[5-(1,4-dioxaspiro[4.5]dec-7-en-8-yl)-1-isopropyl-pyrazol-3-yl]-5-(trifluoromethyl)pyridine